4-(ethoxymethyl)-1-((1-methyl-1H-pyrazol-4-yl)methyl)-4-(2-(3-methyl-thiophen-2-yl)ethyl)piperidine C(C)OCC1(CCN(CC1)CC=1C=NN(C1)C)CCC=1SC=CC1C